[K].[Mg] Magnesium Kalium